C(=O)(C(=C)C)N1CCCC1 (methacryl)-pyrrolidine